4-(6,7-dimethyl-4-(5,8-dioxaspiro[3.4]octan-2-yl)pteridin-2-yl)-2-(1-methyl-1H-pyrazol-4-yl)morpholine CC=1N=C2C(=NC(=NC2=NC1C)N1CC(OCC1)C=1C=NN(C1)C)C1CC2(C1)OCCO2